C(C)N1N=CC(=C1)NC=1N=C(C2=C(N1)NC=C2)N([C@@H]2CC[C@@H](N(C2)C(=O)OCC2=CC=CC=C2)C)C benzyl (2S,5R)-5-((2-((1-ethyl-1H-pyrazol-4-yl) amino)-7H-pyrrolo[2,3-d]pyrimidin-4-yl) (methyl) amino)-2-methylpiperidine-1-carboxylate